C(C(C)(C)C)(=O)OC1=CC(=CC2=CC=C(C(=C12)C#C[Si](C(C)C)(C(C)C)C(C)C)F)OCOC 7-fluoro-3-(methoxymethoxy)-8-((triisopropylsilyl)ethynyl)naphthalen-1-yl pivalate